acryloxy ethyl-2-hydroxypropyl phthalate C(C=1C(C(=O)OCC(CCC)O)=CC=CC1)(=O)OOC(C=C)=O